5-(imidazo[1,2-a]pyrimidin-6-yl)-N-(2-methyl-2-azaspiro[3.3]heptan-6-yl)pyrrolo[2,1-f][1,2,4]triazin-2-amine N=1C=CN2C1N=CC(=C2)C=2C=CN1N=C(N=CC12)NC1CC2(CN(C2)C)C1